(S)-5-(2-(dimethylamino)ethoxy)-2-methyl-N-(1-(2-(thiophen-2-yl)quinolin-4-yl)ethyl)benzamide CN(CCOC=1C=CC(=C(C(=O)N[C@@H](C)C2=CC(=NC3=CC=CC=C23)C=2SC=CC2)C1)C)C